FC=1C=C(C=C(C1F)F)[B-](C1=CC(=C(C(=C1)F)F)F)(C1=CC(=C(C(=C1)F)F)F)C1=CC(=C(C(=C1)F)F)F.[CH2+]1=C=C=C=CCC1 cycloheptatrienenium tetrakis(3,4,5-trifluorophenyl)borate